(13Z)-docos-13-en-1-yloxyl-N,N-dimethyl-3-(octyloxy)propan-2-amine C(CCCCCCCCCCC\C=C/CCCCCCCC)OCC(COCCCCCCCC)N(C)C